2,3-dicyano-5,6-dichloro-hydroquinone C(#N)C1=C(O)C(=C(C(=C1C#N)O)Cl)Cl